ClC1=C(C(=C(CC(C(=O)N)(C)C)C=C1)F)C=1NC(C=C(N1)C1=NC=C(C=C1)C(F)(F)F)=O (4-chloro-2-fluoro-3-{6-oxo-4-[5-(trifluoromethyl)pyridin-2-yl]-1,6-dihydropyrimidin-2-yl}benzyl)isobutyramide